C1(CCCCC1)[C@@H](C(=O)NC=1C=C2CC(CC2=CC1)(N1C(N[C@@H](C1)CC1=NC=CC=C1)=O)C(NC)=O)NC(=O)C1=CC=NN1C N-((1S)-1-cyclohexyl-2-((2-(methylcarbamoyl)-2-((R)-2-oxo-4-(pyridin-2-ylmethyl)imidazolidin-1-yl)-2,3-dihydro-1H-inden-5-yl)amino)-2-oxoethyl)-1-methyl-1H-pyrazole-5-carboxamide